C(C)(C)(C)OC(=O)N1CC(C1)OC1=CC=CC=2N(C(N(C21)C)=O)C=2C(=NC(=CC2)OCC2=CC=CC=C2)OCC2=CC=CC=C2.ClC2=NC(=CC(=N2)Cl)C2=CC=C(C=C2)Cl 2,4-dichloro-6-(4-chlorophenyl)pyrimidine tert-butyl-3-((1-(2,6-bis(benzyloxy)pyridin-3-yl)-3-methyl-2-oxo-2,3-dihydro-1H-benzo[d]imidazol-4-yl)oxy)azetidine-1-carboxylate